C(#N)C=1C=CC(=C2C=CC=NC12)N1C[C@H]2N([C@@H](C1)C)C[C@@H](C2)NC2=NC=C1CCN(C(C1=C2)C)C(=O)OC(C)(C)C tert-butyl 7-[[(4R,7R,8aS)-2-(8-cyano-5-quinolyl)-4-methyl-3,4,6,7,8,8a-hexahydro-1H-pyrrolo[1,2-a]pyrazin-7-yl]amino]-1-methyl-3,4-dihydro-1H-2,6-naphthyridine-2-carboxylate